N-(tert-butyldimethylsilyl)ethanesulfonamide [Si](C)(C)(C(C)(C)C)NS(=O)(=O)CC